20-Amino-6,18-bis(trifluoromethyl)-22-oxa-3,4,16,21-tetraazatetracyclo[15.3.1.12,5.012,16]docosa-1(20),2,4,17(21),18-pentaen-6-ol NC=1C=C(C=2N3CCCC3CCCCCC(C3=NN=C(C1N2)O3)(O)C(F)(F)F)C(F)(F)F